2,2'-[phenanthrene-9,10-diylbis(oxyethane-2,1-diyloxy[1,1-binaphthalene]-2',2-diyloxy)]di(ethan-1-ol) C1=CC=CC=2C3=CC=CC=C3C(=C(C12)OCCOC1=C(C2=CC=CC=C2C=C1)C1=C(C=CC2=CC=CC=C12)OCCO)OCCOC1=C(C2=CC=CC=C2C=C1)C1=C(C=CC2=CC=CC=C12)OCCO